ClC=1C=C(C(=O)NC2=NN(C(=C2)C2=NC3=C(N2)C=CC(=C3)Cl)CC3=CC=C(C=C3)OC)C=CC1OCCO 3-chloro-N-[5-(5-chloro-1H-benzimidazol-2-yl)-1-[(4-methoxyphenyl)-methyl]pyrazol-3-yl]-4-(2-hydroxyethoxy)benzamide